5-(2-fluoropropan-2-yl)-N-((S)-4-methyl-1-oxo-1-(((S)-3-oxo-1-((S)-2-oxopyrrolidin-3-yl)-4-(trifluoromethoxy)butan-2-yl)amino)pentan-2-yl)isoxazole-3-carboxamide FC(C)(C)C1=CC(=NO1)C(=O)N[C@H](C(N[C@@H](C[C@H]1C(NCC1)=O)C(COC(F)(F)F)=O)=O)CC(C)C